hydroxyl-methionine sulfoxide ON[C@@H](CCS(=O)C)C(=O)O